FC1=C(C=CC(=C1)OC1=NC=NC2=CC(=C3C(=C12)OCCO3)OCCOC)NC(=O)NC3=C(C=CC(=C3)C(F)(F)F)F 1-(2-fluoro-4-((5-(2-methoxyethoxy)-2,3-dihydro-[1,4]dioxino[2,3-f]quinazolin-10-yl)oxy)phenyl)-3-(2-fluoro-5-(trifluoromethyl)phenyl)urea